6-[1-(trifluoromethyl)cyclopropyl]-1,2-dihydroquinoline-3-carboxamide FC(C1(CC1)C=1C=C2C=C(CNC2=CC1)C(=O)N)(F)F